8-(3-Amino-1H-pyrazol-5-yl)-1-(3-fluoro-2-pyridyl)-7-methoxy-3-methylimidazo[4,5-c]-quinolin-2-one NC1=NNC(=C1)C1=CC=2C3=C(C=NC2C=C1OC)N(C(N3C3=NC=CC=C3F)=O)C